5-((5-chloro-2-(2,4-dimethylthiazol-5-yl)pyrimidin-4-yl)amino)-3-(3-hydroxy-3-methylbutyl)-1-methyl-1,3-dihydro-2H-benzo[d]imidazol-2-one ClC=1C(=NC(=NC1)C1=C(N=C(S1)C)C)NC1=CC2=C(N(C(N2CCC(C)(C)O)=O)C)C=C1